C(C)OCl ethyloxyl chloride